N-[[4-[4-(2-methoxyethyl)piperazin-1-yl]phenyl]methyl]-3,4-dimethyl-pyrimido[4',5':4,5]thieno[2,3-c]pyridazin-8-amine COCCN1CCN(CC1)C1=CC=C(C=C1)CNC1=NC=NC2=C1SC=1N=NC(=C(C12)C)C